ClC1=C2N=C(N(C2=NC(=N1)C#CCCCNC1=CC=C(C=C1)O)C1OCCCC1)C=1OC=CC1 4-((5-(6-chloro-8-(furan-2-yl)-9-(tetrahydro-2H-pyran-2-yl)-9H-purin-2-yl)pent-4-yn-1-yl)amino)phenol